BrC=1C=2C(N=C3N(C2C=CC1)C1=CC(=CC=C1C31CCCCC1)C1CCN(CC1)CCC1CCN(CC1)C=1C=C3C(N(C(C3=CC1)=O)C1C(NC(CC1)=O)=O)=O)=O 5-(4-(2-(4-(4'-bromo-5'-oxo-5'H-spiro[cyclohexane-1,7'-indolo[1,2-a]quinazolin]-10'-yl)piperidin-1-yl)ethyl)piperidin-1-yl)-2-(2,6-dioxopiperidin-3-yl)isoindoline-1,3-dione